butyl 2-((2-formylpyrimidin-5-yl)oxy)acetate C(=O)C1=NC=C(C=N1)OCC(=O)OCCCC